C(C)(C)(C)OC(NN1C2CNCC1C2)=O 3,6-diazabicyclo[3.1.1]heptane-6-carbamic acid tert-butyl ester